COC1=C(C=CC2=C1CN1CCC3=C(C1C2)C=CC=C3)OC 9,10-dimethoxy-6,8,13,13a-tetrahydro-5H-dibenzo[a,g]quinolizine